C(C)OC(=O)C1=CSC(=C1C)C1=CC=C(C=C1)[N+](=O)[O-] 4-methyl-5-(4-nitrophenyl)thiophene-3-carboxylic acid ethyl ester